C(C)(=O)NC(=O)[C@H](O)[C@@H](O)[C@@H](O)[C@H](O)CO.[N] nitrogen acetamidogalactose